FC(C(=O)O)(F)F.C(N)(=N)N1CC(C1)C1=CC=C(C=C1)NC(=O)C1=NNC(=C1)C(=O)NC1=CC=C(C=C1)C1CN(C1)C(N)=N 1H-pyrazole-3,5-dicarboxylic acid bis-{[4-(1-carbamimidoyl-azetidin-3-yl)-phenyl]-amide} trifluoroacetate